1-(4-methoxyphenyl)-3-methyl-5-oxo-N-(3-(pyrazin-2-yl)phenyl)-4,5-dihydro-1H-pyrazole-4-carboxamide COC1=CC=C(C=C1)N1N=C(C(C1=O)C(=O)NC1=CC(=CC=C1)C1=NC=CN=C1)C